C1(CCCCC1)[C@@H]1C[C@H](N(C1)C(=O)C=1NC2=CC=CC(=C2C1)F)C(=O)N[C@H](C=O)C[C@H]1C(NCC1)=O (2S,4S)-4-Cyclohexyl-1-(4-fluoro-1H-indole-2-carbonyl)-N-((S)-1-oxo-3-((S)-2-oxopyrrolidin-3-yl)propan-2-yl)pyrrolidine-2-carboxamide